C[C@H]1[C@@H]([C@H]([C@H]([C@@H](O1)O[C@H]2[C@@H]([C@H](O[C@H]([C@@H]2O)OCCCN)CO)O)O)O[C@H]3[C@H]([C@H]([C@@H]([C@H](O3)CO)O)O[C@H]4[C@H]([C@H]([C@@H]([C@H](O4)CO)O)O)O[C@@H]5[C@H]([C@H]([C@@H]([C@H](O5)CO)O)O)O)O)O The molecule is a pentasaccharide derivative consisting of a D-glucosyl residue beta-linked to a 3-aminopropyloxy group and which carries at O-3 an alpha-D-mannosyl-(1->2)-beta-D-mannosyl-(1->3)-beta-D-mannosyl-(1->3)-alpha-L-rhamnosyl linear tetrasaccharide unit. It contains an alpha-D-Manp-(1->2)-beta-D-Manp-(1->3)-beta-D-Manp-(1->3)-alpha-L-Rhap-(1->3)-beta-D-Glcp-yl group.